3-(3-hydroxypropyl)indole OCCCC1=CNC2=CC=CC=C12